C(C)OC1=C(C=CC=C1)C1=NN=C(S1)NC(=O)C=1C(N(C2=CC=CC=C2C1O)CC)=O N-(5-(2-ethoxyphenyl)-1,3,4-thiadiazol-2-yl)-1-ethyl-4-hydroxy-2-quinolone-3-carboxamide